(2S,4R)-4-hydroxy-1-((S)-3-methyl-2-(3-(piperazin-1-yl)isoxazol-5-yl)butyryl)-N-((S)-1-(4-(4-methylthiazol-5-yl)phenyl)ethyl)pyrrolidine-2-carboxamide O[C@@H]1C[C@H](N(C1)C([C@@H](C(C)C)C1=CC(=NO1)N1CCNCC1)=O)C(=O)N[C@@H](C)C1=CC=C(C=C1)C1=C(N=CS1)C